[Br-].[Br-].C(CCCCCCCCC[N+]1=CC(=C(C=C1)\C=C\C1=CC=C(C=C1)N(CC)CC)C)[N+]1=CC(=C(C=C1)\C=C\C1=CC=C(C=C1)N(CC)CC)C 1,1'-(decane-1,10-diyl)bis{4-[(E)-4-(diethylamino)styryl]-3-methylpyridin-1-ium} dibromide